(R)-3-methylmorpholin C[C@H]1NCCOC1